3-(3-hydroxypropoxy)butanol OCCCOC(CCO)C